C(CC)(=S)OCCCCCCCCCCCCCCCCCC stearyl thiopropionate